CC1(N=CC=N1)CCCS(=O)(=O)O 2-methylimidazolepropanesulfonic acid